COCC[C@@H](C)N1N=NC(=C1)C(=O)NCC=1SC(=NN1)C1=CC=CC=C1 (R)-1-(4-methoxybutan-2-yl)-N-((5-phenyl-1,3,4-thiadiazol-2-yl)methyl)-1H-1,2,3-triazole-4-carboxamide